ClC1=CC2=C(N(C(N=C2N2[C@H](CN(CC2)C(=O)OCCCC)C)=O)C=2C(=NC=CC2C)C(C)C)N=C1Cl butyl (S)-4-(6,7-dichloro-1-(P)-(2-isopropyl-4-methylpyridin-3-yl)-2-oxo-1,2-dihydropyrido[2,3-d]pyrimidin-4-yl)-3-methylpiperazine-1-carboxylate